C1(CC1)C(=O)NC1=CC(=C(N=N1)C(=O)NC([2H])([2H])[2H])NC1=C(C(=CC=C1)C1=NC=C(C=N1)C1COCC1)OC 6-(Cyclopropanecarboxamido)-4-((2-methoxy-3-(5-(tetrahydrofuran-3-yl)pyrimidin-2-yl)phenyl)amino)-N-(methyl-d3)pyridazine-3-carboxamide